Cl.NC1=NC(=CC(=N1)C1=CCC2(CC(NC2)C(=O)O)CC1)O[C@@H](C(F)(F)F)C1=C(C=C(C=C1)Cl)C=1CCCCC1 8-(2-amino-6-((R)-1-(5-chloro-2',3',4',5'-tetrahydro-[1,1'-biphenyl]-2-yl)-2,2,2-trifluoroethoxy)pyrimidin-4-yl)-2-azaspiro[4.5]dec-7-ene-3-carboxylic acid hydrochloride